N1C(=NC=C1)C1=NC=CC=2C3=CC=CC=C3NC12 (1H-imidazol-2-yl)-beta-carboline